1-[5-(trifluoromethyl)pyridin-2-yl]piperidin-4-amine hydrochloride Cl.FC(C=1C=CC(=NC1)N1CCC(CC1)N)(F)F